N1(CCCCC1)S(=O)(=O)C1=CC=C(CNC(=O)N2C=CC3=CC(=CC=C23)C(F)(F)F)C=C1 N-(4-(piperidin-1-ylsulfonyl)benzyl)-5-(trifluoromethyl)-1H-indole-1-carboxamide